2-(cyclobutylsulfinyl)-4-(1-cyclopropyl-1H-pyrazol-3-yl)-6-(pyrimidin-5-yl)thieno[2,3-b]pyridin-3-amine C1(CCC1)S(=O)C1=C(C=2C(=NC(=CC2C2=NN(C=C2)C2CC2)C=2C=NC=NC2)S1)N